styryl-tin C(=CC1=CC=CC=C1)[Sn]